5a-androstanedione C[C@@]12C(CC[C@H]1[C@@H]1CC[C@H]3CC(CC[C@]3(C)[C@H]1CC2)=O)=O